5-Bromo-N-((6-((2-methoxyethyl)(methyl)amino)pyridin-2-yl)methyl)-7-tosyl-7H-pyrrolo[2,3-d]pyrimidin-4-amine BrC1=CN(C=2N=CN=C(C21)NCC2=NC(=CC=C2)N(C)CCOC)S(=O)(=O)C2=CC=C(C)C=C2